N1C=NC(=C1C(=O)Cl)C(=O)Cl 4,5-imidazoledicarboxylic acid dichloride